C(=O)(O)CCCNC 3-carboxypropyl-(methyl)amine